N-(6-amino-5-methyl-3-pyridyl)-2-[(2R,5S)-5-methyl-2-(4-piperidyl)-1-piperidyl]-2-oxo-acetamide NC1=C(C=C(C=N1)NC(C(=O)N1[C@H](CC[C@@H](C1)C)C1CCNCC1)=O)C